N-(4-(4-((2-ethoxyethyl)sulfonamido)phenyl)-1H-pyrrolo[2,3-b]pyridin-6-yl)cyclopropylcarboxamide C(C)OCCS(=O)(=O)NC1=CC=C(C=C1)C1=C2C(=NC(=C1)NC(=O)C1CC1)NC=C2